N1(CCC1)C1=CC=C2C3(CC=4C(=NOC4C2=C1)NS(=O)(=O)C1=C(C=C(C=C1OC)C(=O)N1CCNC2CC2C1)OC)CC3 N-(8'-(azetidin-1-yl)-4'H-spiro[cyclopropane-1,5'-naphtho[2,1-d]isoxazol]-3'-yl)-4-(2,5-diazabicyclo[5.1.0]octane-5-carbonyl)-2,6-dimethoxybenzenesulfonamide